4-(6-Bromo-3-hydroxy-quinolin-2-yl)-4-oxo-butyric acid ethyl ester C(C)OC(CCC(=O)C1=NC2=CC=C(C=C2C=C1O)Br)=O